[6-(5-cyclopropyl-4H-1,2,4-triazol-3-yl)-2-azaspiro[3.3]heptan-2-yl]-[2-(2-methoxyphenyl)sulfonyl-2,6-diazaspiro[3.3]heptan-6-yl]methanone C1(CC1)C=1NC(=NN1)C1CC2(CN(C2)C(=O)N2CC3(CN(C3)S(=O)(=O)C3=C(C=CC=C3)OC)C2)C1